NC=1SC=C(N1)/C(/C(=O)N[C@H]1[C@@H](N(C1=O)S(=O)(=O)O)C)=N/O[C@@H](COC1=CC2=C(N=C(S2)NC2C[NH2+]C2)C=C1)C(=O)O 3-((6-((S)-2-((((Z)-1-(2-aminothiazol-4-yl)-2-(((2S,3S)-2-methyl-4-oxo-1-sulfoazetidin-3-yl)amino)-2-oxoethylidene)amino)oxy)-2-carboxyethoxy)benzo-[d]thiazol-2-yl)amino)azetidin-1-ium